BrC1=CC=C2C(=N1)C1=NC(=CC=C1C2=O)C2=CC=CC=C2 2-bromo-8-phenyl-5H-cyclopenta[2,1-b:3,4-b']dipyridin-5-one